ClC1=NC=2C=CC3=C(C2C=C1)C1=C(S3)C(NC(C(N1)([2H])[2H])([2H])C([2H])([2H])[2H])=O 3-chloro-10-(methyl-d3)-9,10,11,12-tetrahydro-8H-[1,4]diazepino[5',6':4,5]thieno[3,2-f]quinolin-8-one-10,11,11-d3